CN(C1(CCC2(CN(C(N2CC2(CCC2)O)=O)CCC(=O)NCCO)CC1)C1=CC=CC=C1)C 3-[8-Dimethylamino-1-[(1-hydroxy-cyclobutyl)-methyl]-2-oxo-8-phenyl-1,3-diazaspiro[4.5]decan-3-yl]-N-(2-hydroxy-ethyl)-propionamide